5-Bromo-6-(bromomethyl)-8-chloro-quinoline BrC1=C2C=CC=NC2=C(C=C1CBr)Cl